methyl 3-methoxy-4-(methylamino)-5-nitrobenzoate COC=1C=C(C(=O)OC)C=C(C1NC)[N+](=O)[O-]